OC(=O)C(F)(F)F.CS(=O)(=O)N1CC2(C1)CNC2 2-methylsulfonyl-2,6-diazaspiro[3.3]heptane TFA salt